S1C=NC2=C1C=CC(=C2)NC2=C1C(=NC=C2)SC(=C1)[C@@H]1[C@@H](N(CCC1)CCO)C 2-((2S,3S)-3-(4-(benzo[d]thiazol-5-ylamino)thieno[2,3-b]pyridin-2-yl)-2-methylpiperidin-1-yl)ethan-1-ol